(2S,4S,6S)-4-(3-fluoro-4-methyl-phenyl)-2-methyl-6-(1-methyltriazol-4-yl)piperidin-4-ol FC=1C=C(C=CC1C)[C@@]1(C[C@@H](N[C@@H](C1)C=1N=NN(C1)C)C)O